5-(3-ethylphenyl)-N-(5-((2-(4-(2-fluoro-5-((4-oxo-3,4-dihydrophthalazin-1-yl)methyl)benzoyl)piperazin-1-yl)-2-oxoethyl)amino)pentyl)-3-(2-((3-methylbenzyl)amino)acetamido)picolinamide C(C)C=1C=C(C=CC1)C=1C=C(C(=NC1)C(=O)NCCCCCNCC(=O)N1CCN(CC1)C(C1=C(C=CC(=C1)CC1=NNC(C2=CC=CC=C12)=O)F)=O)NC(CNCC1=CC(=CC=C1)C)=O